C(C)(C)(C)OC(=O)N1[C@@H]([C@H](CC1)NC(=O)OCC1=CC=CC=C1)CCO (2R,3S)-3-(((benzyloxy)carbonyl)amino)-2-(2-hydroxyethyl)pyrrolidine-1-carboxylic acid tert-butyl ester